ClC1=C(C#N)C=CC(=C1)CO[C@@H](CO)COCCCCCCCCCCCCCCCCCC (S)-2-chloro-4-(((1-hydroxy-3-(octadecyloxy)propan-2-yl)oxy)methyl)benzonitrile